N-(6-(5-chloro-6-fluoro-7-(1-methyl-1H-pyrazol-5-yl)-1H-indazol-4-yl)imidazo[1,2-a]pyridin-2-yl)-2-fluorocyclopropane-1-carboxamide ClC=1C(=C2C=NNC2=C(C1F)C1=CC=NN1C)C=1C=CC=2N(C1)C=C(N2)NC(=O)C2C(C2)F